1-methyl-7-(2-methyl-4-(4,4,5,5-tetramethyl-1,3,2-dioxaborolan-2-yl)phenyl)-6,7-dihydro-1H-pyrazolo[3,4-f][1,4]oxazepin-8(5H)-one CN1N=CC2=C1C(N(CCO2)C2=C(C=C(C=C2)B2OC(C(O2)(C)C)(C)C)C)=O